Methyl 2-(4-amino-1-isopropyl-1H-pyrazolo[3,4-d]pyrimidin-3-yl)-3-chloro-1H-indole-6-carboxylate NC1=C2C(=NC=N1)N(N=C2C=2NC1=CC(=CC=C1C2Cl)C(=O)OC)C(C)C